N-(5-((6-((R)-3-(3-chloro-5-fluorophenyl)isoxazolidine-2-yl)pyrimidine-4-yl)amino)-2-(4-(dimethylamino)piperidine-1-yl)-4-methoxyphenyl)acrylamide ClC=1C=C(C=C(C1)F)[C@@H]1N(OCC1)C1=CC(=NC=N1)NC=1C(=CC(=C(C1)NC(C=C)=O)N1CCC(CC1)N(C)C)OC